CC1(CN(C=2C1=NC(=CC2)C)C(=O)N2CCC(CC2)=O)C 1-(3,3,5-Trimethyl-2,3-dihydro-1H-pyrrolo[3,2-b]pyridine-1-carbonyl)piperidin-4-one